selenium-selenide [Se]=[Se]